N2-isopropyl-N4-((2-(fluoromethyl)pyridin-3-yl)methyl)pyrido[2,3-d]pyrimidine-2,4-diamine methanesulfonate CS(=O)(=O)O.C(C)(C)NC=1N=C(C2=C(N1)N=CC=C2)NCC=2C(=NC=CC2)CF